C12CCCCC2N1 7-AZA-Bicyclo[4.1.0]Heptane